C1(CC2C(CC1)O2)CC[SiH2]O[Si](CC)(CC)CC 2-(3,4-epoxycyclohexyl)ethyltriethylsilaneOxysilane